BrC1=CC=C2C(=NN(C2=C1)COCC[Si](C)(C)C)C1NC2C(N1)CN(C2)C(=O)OC(C)(C)C Tert-butyl 2-(6-bromo-1-((2-(trimethylsilyl)ethoxy)methyl)-1H-indazol-3-yl)3,4,6,6a-tetrahydropyrrolo[3,4-d]imidazole-5(1H)-carboxylate